CC1OC=2C=C(C=C(C2C2[C@H]1CCC(=C2)C)O)CCCCC (6Ar)-6,9-dimethyl-3-pentyl-6a,7,8,10a-tetrahydro-6H-benzo[c]chromen-1-ol